CC(C)(C)[O-].[K+].C(C)(C)(C)N(C(O)=O)[C@H]1C2N(CC1CC2)C(=O)C2=CC1=C(C(=C(O1)C=1N(C3=CC(=CC=C3C1)N1CCC(CC1)OC)CC1CC1)C)C=C2 tert-Butyl-((7R)-2-(2-(1-(cyclopropylmethyl)-6-(4-methoxypiperidin-1-yl)-1H-indol-2-yl) 3-methylbenzofuran-6-carbonyl)-2-azabicyclo[2.2.1]heptan-7-yl)carbamate Potassium tert-butoxide